tert-butyl 4-[4-bromo-5-[[[2-(2,6-dioxo-3-piperidyl)-1,3-dioxo-isoindolin-4-yl]amino]methyl]-1H-imidazol-2-yl]piperidine-1-carboxylate BrC=1N=C(NC1CNC1=C2C(N(C(C2=CC=C1)=O)C1C(NC(CC1)=O)=O)=O)C1CCN(CC1)C(=O)OC(C)(C)C